tert-butyl (((2S,3S)-4-bromo-5-chloro-3-methyl-2-phenyl-2,3-dihydrobenzofuran-2-yl)methyl)carbamate BrC1=C(C=CC2=C1[C@@H]([C@](O2)(C2=CC=CC=C2)CNC(OC(C)(C)C)=O)C)Cl